N-((5-phenylpyridin-2-yl)methyl)cyclobutanamine C1(=CC=CC=C1)C=1C=CC(=NC1)CNC1CCC1